FC1=C(C=CC(=C1C)OC1=CC2=C(N(C=N2)C)C=C1)NC1=NC=NC2=CC=C(C=C12)OC1CC2CCC(C1)N2C(=O)OC(C)(C)C tert-Butyl endo-3-((4-((2-fluoro-3-methyl-4-((1-methyl-1H-benzo[d]imidazol-5-yl)oxy)phenyl)amino)quinazolin-6-yl)oxy)-8-azabicyclo[3.2.1]octane-8-carboxylate